BrC=1C(=C(C=O)C=CC1)OCCBr 3-bromo-2-(2-bromoethoxy)benzaldehyde